2-(4-((2S,5R)-2,5-diethyl-4-(1-(2-fluoropyrazolo[1,5-a]pyrimidin-5-yl)ethyl)piperazin-1-yl)-1-methyl-2-oxo-1,2-dihydropyrazolo[1,5-a][1,3,5]triazin-7-yl)acetonitrile C(C)[C@@H]1N(C[C@H](N(C1)C(C)C1=NC=2N(C=C1)N=C(C2)F)CC)C2=NC(N(C=1N2N=C(C1)CC#N)C)=O